4-(3-(4-((Cyclobutylamino)methyl)-1H-Imidazol-2-yl)-1H-Indazol-6-yl)-5-Ethyl-2-Fluorophenol C1(CCC1)NCC=1N=C(NC1)C1=NNC2=CC(=CC=C12)C1=CC(=C(C=C1CC)O)F